C(C)(C)(C)OC(=O)C=1C=CC2=C(N(C(=N2)CN2CC3=CC(=CC=C3CC2)OCC2=CC(=CC=C2)Cl)C[C@H]2OCC2)C1 (S)-2-((7-((3-chlorobenzyl)oxy)-3,4-dihydroisoquinolin-2(1H)-yl)methyl)-1-((oxetan-2-yl)methyl)-1H-benzo[d]imidazole-6-carboxylic acid tert-butyl ester